di-(tert-butyl)(3,5-diethylphenyl)phosphine (Z)-non-3-en-1-yl-8-bromooctanoate C(C\C=C/CCCCC)OC(CCCCCCCBr)=O.C(C)(C)(C)P(C1=CC(=CC(=C1)CC)CC)C(C)(C)C